diphenyl sulfide hexafluoro-phosphate F[P-](F)(F)(F)(F)F.C1(=CC=CC=C1)SC1=CC=CC=C1